2,4-dimethyl-1,3-thiazol CC=1SC=C(N1)C